amino-adenine NC1=NC(=C2NC=NC2=N1)N